(1R,4R)-5-(5-chloro-3-(2-methoxyethyl)-3H-imidazo[4,5-b]pyridin-7-yl)-2-oxa-5-azabicyclo[2.2.1]heptane ClC1=CC(=C2C(=N1)N(C=N2)CCOC)N2[C@H]1CO[C@@H](C2)C1